FC=1C=C(C=C(C1)OCC(C)C)C1=CC=C(C(=N1)N1C(C[C@@H](C1)C)(C)C)C(=O)NS(=O)(=O)N1CCCC1 6-(3-Fluoro-5-isobutoxyphenyl)-N-pyrrolidin-1-ylsulfonyl-2-[(4S)-2,2,4-trimethylpyrrolidin-1-yl]pyridin-3-carboxamid